OC(COCOC)C1C2CCC(CN1)N2C(=O)OC(C)(C)C tert-butyl 2-[1-hydroxy-2-(methoxymethoxy)ethyl]-3,8-diazabicyclo[3.2.1]octane-8-carboxylate